OC(COP(O)(O)=O)=C(C)CCC=C(C)CCC=C(C)C α-hydroxyfarnesyl-phosphoric acid